oxaloyl chloride C(C(=O)Cl)(=O)Cl